N-(3-(3,3-difluorocyclobutyl)-1-(2-hydroxy-2-methylpropyl)-4-methyl-1H-pyrazol-5-yl)-2-(1-(trifluoromethyl)cyclopropyl)-acetamide FC1(CC(C1)C1=NN(C(=C1C)NC(CC1(CC1)C(F)(F)F)=O)CC(C)(C)O)F